The molecule is a linear amino tetrasaccharide composed of alpha-L-rhamnose, alpha-D-galactose, N-acetyl beta-D-glucosamine and alpha-L-rhamnose units joined by sequential (1->3)-, (1->3)- and (1->4)-linkages. C[C@H]1[C@@H]([C@H]([C@H]([C@@H](O1)O[C@H]2[C@H]([C@H](O[C@@H]([C@@H]2O)O[C@@H]3[C@H]([C@@H](O[C@@H]([C@H]3O)CO)O[C@H]4[C@@H](O[C@H]([C@@H]([C@@H]4O)O)O)C)NC(=O)C)CO)O)O)O)O